C(C1=CC=CC=C1)=NC1CCC(CC1)CC1CCC(CC1)N=CC1=CC=CC=C1 N,N'-dibenzylidene-4,4'-methylenebis(cyclohexylamine)